OC[C@@](C)(O)C1=CC(=C(S1)[S@](=O)(N)=NC(NC1=C2C(=NC3=C1CCC3)C3(CC2)CC3)=O)F (S)-5-((R)-1,2-dihydroxypropan-2-yl)-3-fluoro-N'-((1',5',6',7'-tetrahydro-2'H-spiro[cyclopropane-1,3'-dicyclopenta[b,e]pyridin]-8'-yl)carbamoyl)thiophene-2-sulfonimidamide